FC=1C=C(OCCNCCC)C=C(C1)S(=O)(=O)C N-{2-[3-fluoro-5-(methanesulfonyl)phenoxy]ethyl}propan-1-amine